1,5-pentamethylene glycol C(CCO)CCO